[Br-].CC=1N=C(SC1C)N1N([NH2+]C(=N1)C1=CC=CC=C1)C1=CC=CC=C1 3-(4,5-Dimethylthiazol-2-yl)-2,5-diphenyltetrazolium bromide salt